8-bromo-1,3,4,12a-tetrahydrobenzo[e]pyrazino[1,2-a][1,4]diazepine-6,12(2H,11H)-dione BrC1=CC2=C(NC(C3N(C2=O)CCNC3)=O)C=C1